N-(4-ethynylbenzyl)-2-hydroxyacetamide C(#C)C1=CC=C(CNC(CO)=O)C=C1